[Co].[Zn].[Ni] nickel-zinc-cobalt